C(C)N1S(C(C(C2=C1N=C(N2C2=CC=CC=C2)SC2=CC=CC=C2)=O)C2=CC=CC=C2)(=O)=O 1-ethyl-3,5-diphenyl-6-(phenylthio)-3,5-Dihydroimidazo[4,5-c][1,2]thiazine-4(1H)-one 2,2-dioxide